2-[4-[(E)-3-(2-Methoxy-4-methylphenyl)-3-oxoprop-1-enyl]phenoxy]acetic acid COC1=C(C=CC(=C1)C)C(/C=C/C1=CC=C(OCC(=O)O)C=C1)=O